C1OC(OC1)C1=C(C(=C(C#N)C(=C1F)F)F)F 4-(2,4-dioxolan-3-yl)-2,3,5,6-tetrafluorobenzonitrile